C(C)(C)(C)OC(CCCCCOC1=NOC(=C1)C(C(=O)O)C(C)C)=O 2-(3-((6-(tert-Butoxy)-6-oxohexyl)oxy)isoxazol-5-yl)-3-methylbutanoic acid